tert-butyl (S)-2-((1R,2R)-3-(((1S,2R)-1-hydroxy-1-phenylpropan-2-yl)amino)-1-methoxy-2-methyl-3-oxopropyl)pyrrolidine-1-carboxylate O[C@H]([C@@H](C)NC([C@@H]([C@@H](OC)[C@H]1N(CCC1)C(=O)OC(C)(C)C)C)=O)C1=CC=CC=C1